[Si](C)(C)(C(C)(C)C)OCC(OC=1C=2N(C=C(C1)C=1N=NN(C1C)[C@H]1[C@@H](CN(CC1)C(=O)OC(C)(C)C)C)N=CC2)C2=NC=C(C=C2)F |r| tert-Butyl (3RS,4RS)-4-[4-[4-[2-[tert-butyl (dimethyl)silyl]oxy-1-(5-fluoro-2-pyridyl) ethoxy] pyrazolo[1,5-a]pyridin-6-yl]-5-methyl-triazol-1-yl]-3-methyl-piperidine-1-carboxylate